Cl.C1(NC(C2=CC=CC=C12)=O)=O isoindoline-1,3-dione hydrochloride